COC(C#CCOC(C(Cl)Cl)=O)=O.C1(=CC=CC=C1)C(=C)C1=CC(=CC(=C1)C(=C)C1=CC=CC=C1)C(=C)C1=CC=CC=C1 1,3,5-tris(1-phenylvinyl)benzene Methyl-4-(2,2-dichloroacetoxy)but-2-ynoate